BrCC1=CC=C(C(=O)N2CCC=3C2=CN=CC3C3=CC=C(C#N)C=C3)C=C1 4-{1-[4-(bromomethyl)benzoyl]-2,3-dihydro-1H-pyrrolo[2,3-c]pyridin-4-yl}Benzonitrile